OCCC=1C=CC2=C(N(C(=N2)CNC(OCC2=CC=CC=C2)=O)COCC[Si](C)(C)C)C1 benzyl {[6-(2-hydroxyethyl)-1-{[2-(trimethylsilyl)ethoxy]methyl}-1H-benzimidazol-2-yl]methyl}carbamate